3-(2-Bromoisobutyramido)propyl(triethoxy)silane BrC(C(=O)NCCC[Si](OCC)(OCC)OCC)(C)C